(R)-1-(2,5-difluoropyridin-3-yl)ethyl (1-methyl-4-(5-(2-morpholinopyrimidine-5-carboxamido)pyridin-2-yl)-1H-1,2,3-triazol-5-yl)carbamate CN1N=NC(=C1NC(O[C@H](C)C=1C(=NC=C(C1)F)F)=O)C1=NC=C(C=C1)NC(=O)C=1C=NC(=NC1)N1CCOCC1